(3R)-3-amino-7-[5-(1-amino-2,2,2-trifluoro-1-methyl-ethyl)-1,3,4-oxadiazol-2-yl]-5-[(4-chlorophenyl)methyl]-8-fluoro-1,1-dioxo-2,3-dihydro-1λ6,5-benzothiazepin-4-one N[C@H]1CS(C2=C(N(C1=O)CC1=CC=C(C=C1)Cl)C=C(C(=C2)F)C=2OC(=NN2)C(C(F)(F)F)(C)N)(=O)=O